NCCNCCNCCNCCNC1CCCCCCCCCCCCCC1 N-[2-(2-Amino-ethylamino)-ethyl]-N'-(2-cyclopentadecylamino-ethyl)-ethane-1,2-diamine